5-((1S,4R)-1,4-dimethyl-8-(piperazin-1-yl)-3,4-dihydropyrazino[1,2-b]indazole-2(1H)-yl)quinoline-8-carbonitrile C[C@@H]1N(C[C@H](N2N=C3C=C(C=CC3=C21)N2CCNCC2)C)C2=C1C=CC=NC1=C(C=C2)C#N